C1OCC12CN(C2)C2=NC=CC(=N2)COC2=CC=C(C=C2)C(C)(C)C2=CC=C(C=O)C=C2 4-(2-(4-((2-(2-oxa-6-azaspiro[3.3]heptan-6-yl)pyrimidin-4-yl)methoxy)phenyl)propan-2-yl)benzaldehyde